(3-amino-4-morpholinyl-1H-indazole-1-carbonyl)-N-phenylcyclopropane-1-carboxamide NC1=NN(C2=CC=CC(=C12)N1CCOCC1)C(=O)C1(CC1)C(=O)NC1=CC=CC=C1